C(C)N(C1=CC=C(C=C1)C)CCO N-ethyl-N-(2-hydroxyethyl)-p-methylaniline